(1S,3R,4S)-3-hydroxy-4-isopropoxycyclopentane-1-carboxylic acid ethyl ester C(C)OC(=O)[C@H]1C[C@H]([C@H](C1)OC(C)C)O